C(C)(C)(C)C=1C=C(CN(C(CN(S(=O)(=O)C2=C(C(=C(C(=C2F)F)F)F)F)CC2=C(C=C(C=C2F)F)F)=O)C2=C(C=C(C(=O)O)C=C2)C2CC2)C=C(C1)C1CC1 4-(N-(3-(tert-butyl)-5-cyclopropylbenzyl)-2-(N-(2,4,6-trifluorobenzyl)-(2,3,4,5,6-pentafluoro-phenyl)sulfonamido)acetamido)-3-cyclopropylbenzoic acid